(E)-4-(2-fluorophenyl)-2,4,7-trimethylocta-2,6-dienal FC1=C(C=CC=C1)C(/C=C(/C=O)\C)(CC=C(C)C)C